3,6-diethyl-5-(piperazin-1-yl)-2,3-dihydro-1,4-benzodioxine C(C)C1OC2=C(OC1)C=CC(=C2N2CCNCC2)CC